N-(3-(3-((5-(5-(difluoromethyl)-1,3,4-oxadiazol-2-yl)pyridin-2-yl)methyl)-5,5-dimethyl-2,4-dioxoimidazolidin-1-yl)phenyl)acetamide FC(C1=NN=C(O1)C=1C=CC(=NC1)CN1C(N(C(C1=O)(C)C)C=1C=C(C=CC1)NC(C)=O)=O)F